COC1=C(C=C(C2=CC=CC=C12)OC)NCC 1,4-dimethoxy-naphthalenyl-2-ethylamine